ClC=1C=C(C=CC1F)NC(N(CC=1C2=C(NN1)CCOC2)C=2C=NC=C(C2)C#N)=O 3-(3-Chloro-4-fluorophenyl)-1-(5-cyanopyridin-3-yl)-1-((1,4,6,7-tetrahydropyrano[4,3-c]pyrazol-3-yl)methyl)urea